8-bromo-6-iodo-2,3,4,5-tetrahydro-1,5-benzoxazepine BrC1=CC2=C(NCCCO2)C(=C1)I